C(C)S(=O)(=O)N1CC(C1)(N1N=CC(=C1)C=1C2=C(N=CN1)N(C=C2)C(C(C)C2=CC=C(C=C2)CC(C)C)=O)CC#N 2-(1-(ethylsulfonyl)-3-(4-(7-(2-(4-isobutylphenyl)propionyl)-7H-pyrrolo[2,3-d]pyrimidine-4-yl)-1H-pyrazol-1-yl)azetidin-3-yl)acetonitrile